2-(6-((2S,5R)-4-(1-(3-(2-oxa-6-azaspiro[3.3]heptan-6-yl)phenyl)ethyl)-2,5-dimethylpiperazin-1-yl)-9-ethyl-3-methyl-2-oxo-3,9-dihydro-2H-purin-8-yl)acetonitrile C1OCC12CN(C2)C=2C=C(C=CC2)C(C)N2C[C@@H](N(C[C@H]2C)C=2C=1N=C(N(C1N(C(N2)=O)C)CC)CC#N)C